N-[3-chloro-2-fluoro-4-[[(3R)-tetrahydrofuran-3-yl]methoxy]phenyl]-6-(1,6-diazaspiro[3.3]heptan-6-yl)pyrido[3,2-d]pyrimidin-4-amine ClC=1C(=C(C=CC1OC[C@H]1COCC1)NC=1C2=C(N=CN1)C=CC(=N2)N2CC1(CCN1)C2)F